1-[3-(1-hydroxyethyl)-6-[5-(3-methoxy-1-methyl-pyrazol-4-yl)benzimidazol-1-yl]-2-pyridyl]-5-methyl-pyrazole-3-carbonitrile OC(C)C=1C(=NC(=CC1)N1C=NC2=C1C=CC(=C2)C=2C(=NN(C2)C)OC)N2N=C(C=C2C)C#N